Cl.COC([C@H](CNC(=O)OC(C)(C)C)N)=O N'-tert-butoxycarbonyl-L-2,3-diaminopropionic acid methyl ester hydrochloride